OC[C@H](C1=CC=CC=C1)NC1=CC(=NC=C1C1=NC(=NO1)C12CCN(CC1)CC2)NC2=CC=C1C(NN(C1=C2)C)=O (S)-6-((4-((2-hydroxy-1-phenylethyl)amino)-5-(3-(quinuclidin-4-yl)-1,2,4-oxadiazol-5-yl)pyridin-2-yl)amino)-1-methyl-1,2-dihydro-3H-indazol-3-one